OCCCN1N(N(C=C1CN)CCCO)CCCO trishydroxypropyltriazolylmethylamine